C(C)(=O)C1=C(C2=C(N=C(N=C2)NC2=NC=C(C=C2)C2CCN(CC2)C2=CC=C(C=C2)[C@H](C)Cl)N(C1=O)C1CCCC1)C (S)-6-acetyl-2-((5-(1-(4-(1-chloroethyl)phenyl)piperidin-4-yl)pyridin-2-yl)amino)-8-cyclopentyl-5-methylpyrido[2,3-d]pyrimidin-7(8H)-one